CN(CCCC(=O)OC(CCCCCCCC(=O)OCC(CCCCC)(CCCCC)CCCCC)CCCCCCC)C 2,2-dipentylheptyl 9-((4-(dimethylamino)butanoyl)oxy)hexadecanoate